chlorate potassium [K+].Cl(=O)(=O)[O-]